(1R,2S,5R)-1-amino-5-(2-boronoethyl)-2-(piperidin-1-ylmethyl)cyclohexane-1-carboxylic acid dihydrochloride Cl.Cl.N[C@]1([C@@H](CC[C@H](C1)CCB(O)O)CN1CCCCC1)C(=O)O